N-isopropyl-N-methylpiperidin-4-amine C(C)(C)N(C1CCNCC1)C